O=C1NC(CCC1N1C(C2=CC=C(C=C2C1)NC(=O)C=1C=NC2=CC=C(C=C2C1)C)=O)=O N-[2-(2,6-dioxopiperidin-3-yl)-1-oxo-3H-isoindol-5-yl]-6-methylquinoline-3-carboxamide